C(#N)[C@@H](C[C@@H]1C(NCCC1)=O)NC(=O)[C@@H]1N([C@@H]2CC([C@H]1CC2)(F)F)C([C@@H](CC(C)C)NC(C(F)(F)F)=O)=O (1S,3R,4S)-N-[(1R)-1-cyano-2-[(3R)-2-oxo-3-piperidyl]ethyl]-5,5-difluoro-2-[(2R)-4-methyl-2-[(2,2,2-trifluoroacetyl)amino]pentanoyl]-2-azabicyclo[2.2.2]octane-3-carboxamide